FC1=C(CC2=C(C=CC(=C2)C(F)(F)F)S(=O)(=O)N)C=CC(=C1C=1NC(C=C(N1)C1=NC=C(C=C1)C(F)(F)F)=O)C(F)(F)F (2-fluoro-3-{6-oxo-4-[5-(trifluoromethyl)pyridin-2-yl]-1,6-dihydropyrimidin-2-yl}-4-(trifluoromethyl)benzyl)-4-(trifluoromethyl)benzenesulfonamide